2-((5-chloro-2-(1H-tetrazol-1-yl)phenyl)amino)-2-oxoacetic acid ClC=1C=CC(=C(C1)NC(C(=O)O)=O)N1N=NN=C1